N1CC(C1)O azetidin-3-ol